4-(4-chlorophenyl)-6-(4-(pyridin-2-yl)piperazin-1-yl)-2-(pyridin-3-yl)pyrimidine ClC1=CC=C(C=C1)C1=NC(=NC(=C1)N1CCN(CC1)C1=NC=CC=C1)C=1C=NC=CC1